(4-methoxybenzyl)aniline COC1=CC=C(CNC2=CC=CC=C2)C=C1